4,4,4-trifluoro-3-hydroxy-3-phenyl-butanoic acid FC(C(CC(=O)O)(C1=CC=CC=C1)O)(F)F